CC1=C(C=C(C=C1)N)N tolylenedi-amine